[4-methoxy-7-(5-methyl-cyclohex-1-enyl)-thiazolo[4,5-c]pyridin-2-yl]-amid COC1=NC=C(C2=C1N=C(S2)[NH-])C2=CCCC(C2)C